CCOCCCO 3-(2-ethoxy)propanol